COC=1N=C2C(=CC=NC2=CC1OC)OC1=C(C=C(C=C1)NC(=O)C=1C(N(C(=C(C1)F)C)C1=CC=C(C=C1)F)=O)F N-[4-[(6,7-dimethoxy-1,5-naphthyridin-4-yl)oxy]-3-fluorophenyl]-5-fluoro-1-(4-fluorophenyl)-6-methyl-2-oxopyridine-3-carboxamide